CC(C(=O)N1[C@H]([C@H](C(C1)(F)F)NS(=O)(=O)C)CC1=C(C(=CC=C1)C1=NC=CC(=C1)C)F)(C)C N-[(2S,3R)-1-(2,2-dimethylpropanoyl)-4,4-difluoro-2-{[2-fluoro-3-(4-methylpyridin-2-yl)phenyl]methyl}pyrrolidin-3-yl]methanesulfonamide